P(OCC(C)C)(OCC(=O)NO)=O isobutyl (2-(hydroxyamino)-2-oxoethyl) phosphonate